4-(1-(4-cyclobutyl-5-(5-ethoxy-4H-1,2,4-triazol-3-yl)-2-ethylbenzoyl)piperidin-4-yl)benzamide C1(CCC1)C1=CC(=C(C(=O)N2CCC(CC2)C2=CC=C(C(=O)N)C=C2)C=C1C1=NN=C(N1)OCC)CC